ethyl 3-carbonyl-4-(2,4,5-trifluorophenyl)-butyrate C(=O)=C(CC(=O)OCC)CC1=C(C=C(C(=C1)F)F)F